FC=1C(=NC(=NC1)C1=C(N(C2=NC=C(C=C21)F)S(=O)(=O)C2=CC=C(C)C=C2)C2=CC=C(C=C2)F)NC2C(C1CCC2CC1)C(=O)OC (+/-)-trans-methyl 3-((5-fluoro-2-(5-fluoro-2-(4-fluorophenyl)-1-tosyl-1H-pyrrolo[2,3-b]pyridin-3-yl)pyrimidin-4-yl)amino)bicyclo[2.2.2]octane-2-carboxylate